(S)-N1-(5-methyl-4-oxo-2,3,4,5-tetrahydrobenzo[b][1,4]oxazepin-3-yl)-N2-(2-(thiophen-3-yl)ethyl)oxalamide CN1C2=C(OC[C@@H](C1=O)NC(C(=O)NCCC1=CSC=C1)=O)C=CC=C2